2-[4-[8-[4-[4-(3-aminocyclobutanecarbonyl)piperazine-1-carbonyl]-3-chloroanilino]imidazo[1,2-a]pyrazin-3-yl]-3-(trifluoromethyl)pyrazol-1-yl]acetonitrile formate C(=O)O.NC1CC(C1)C(=O)N1CCN(CC1)C(=O)C1=C(C=C(NC=2C=3N(C=CN2)C(=CN3)C=3C(=NN(C3)CC#N)C(F)(F)F)C=C1)Cl